1-(1H-Benzoimidazol-5-yl)-5-(3-chloro-2,6-difluoro-phenyl)-4-(cyclohexylimino)-imidazolidin-2-one N1C=NC2=C1C=CC(=C2)N2C(NC(C2C2=C(C(=CC=C2F)Cl)F)=NC2CCCCC2)=O